FC(CNCC1=C(C=CC=C1)C1=CC=C(S1)C(C)NC1=NC(=NC2=CC(=C(C=C12)OC)OC)C)F N-{1-[5-(2-{[(2,2-difluoroethyl)amino]methyl}phenyl)thiophen-2-yl]ethyl}-6,7-dimethoxy-2-methylquinazolin-4-amine